CN(CCC)[C@@H]1CNCC1 (S)-3-(methyl(pyrrolidin-3-yl)amino)propan